3-glycidoxytrimethoxysilane CO[Si](OC)OCOCC1CO1